FC1=C(NC(=C1)F)C(=O)O 3,5-difluoro-1H-pyrrole-2-carboxylic acid